FC(C1=C2CN(C(C2=CC(=C1)CN1C[C@H](CCC1)C)=O)C1=CC(=CC=C1)C1(CC(C1)C)C1=NN=CN1C(F)(F)F)F 4-(difluoromethyl)-2-(3-(3-methyl-1-(4-(trifluoromethyl)-4H-1,2,4-triazol-3-yl)cyclobutyl)phenyl)-6-(((S)-3-methylpiperidin-1-yl)methyl)isoindol-1-one